FCC(C)(C)C1=NC(=NO1)C(=O)NCC1=C(C=C(C=C1)C1=NC=NN2C1=CC(=C2)C=2C=NN(C2)C)C 5-(1-fluoro-2-methylpropan-2-yl)-N-(2-methyl-4-(6-(1-methyl-1H-pyrazol-4-yl)pyrrolo[2,1-f][1,2,4]triazin-4-yl)benzyl)-1,2,4-oxadiazole-3-carboxamide